2'-propargyl-2',3'-dideoxycytidine C(C#C)[C@H]1[C@@H](O[C@@H](C1)CO)N1C(=O)N=C(N)C=C1